CNS(=O)(=O)C1=NC=CC=C1 N-methyl-2-pyridinesulfonamide